C(C)=C1C2C3CC4=CC=CC(=C4OC3C(C1)C2)C 2-ethylidene-5-methyl-2,3,4,4a,9,9a-hexahydro-1H-1,4-methanoxanthene